{8-[(2-chloro-4-fluorophenyl)sulfonyl]-3,8-diazabicyclo[3.2.1]oct-3-yl}(1H-1,2,3-triazol-5-yl)methanone ClC1=C(C=CC(=C1)F)S(=O)(=O)N1C2CN(CC1CC2)C(=O)C2=CN=NN2